BrC1=NC(=C(C=C1NC(OC(C)(C)C)=O)Cl)C1CC1 tert-Butyl N-(2-bromo-5-chloro-6-cyclopropyl-3-pyridyl)carbamate